NC1(CCC2(C(=CC3=CC(=C(C=C23)OC)OC)Br)CC1)C(=O)O (1s,4s)-4-amino-2'-bromo-5',6'-dimethoxyspiro[cyclohexane-1,1'-indene]-4-carboxylic acid